ClC=1N=C(C2=C(N1)N(C=C2)COCC[Si](C)(C)C)OCC2=CC=C(C=C2)C=2N(C=C(N2)C(F)(F)F)C 2-[[2-chloro-4-[[4-[1-methyl-4-(trifluoromethyl)imidazol-2-yl]phenyl]methoxy]pyrrolo[2,3-d]pyrimidin-7-yl]methoxy]ethyl-trimethyl-silane